2-fluoro-N-(6-(4-methyl-1H-pyrazol-3-yl)benzo[d]thiazol-2-yl)cyclopropane-1-carboxamide FC1C(C1)C(=O)NC=1SC2=C(N1)C=CC(=C2)C2=NNC=C2C